Cl.N[C@@H](C(=O)OC)CO methyl (2R)-2-amino-3-hydroxy-propanoate hydrochloride